(8R,9S,10R,13S,14S,17S)-17-((tert-Butyldimethylsilyl)oxy)-10,13-dimethyl-1,2,6,7,8,9,10,11,12,13,14,15,16,17-tetradecahydro-3H-cyclopenta[a]phenanthren-3-one [Si](C)(C)(C(C)(C)C)O[C@H]1CC[C@H]2[C@@H]3CCC4=CC(CC[C@@]4([C@H]3CC[C@]12C)C)=O